NC1=NC=CC(=N1)C=1C=C(C=C(C1)Cl)C1(COC2(CCCC2)CN1C(C=C)=O)C 1-(8-(3-(2-aminopyrimidin-4-yl)-5-chlorophenyl)-8-methyl-6-oxa-9-azaspiro[4.5]decan-9-yl)prop-2-en-1-one